C(C)(C)(C)OC(NC(=N)C1=CC=C(C=C1)CN)=O ((4-(aminomethyl)phenyl)(imino)methyl)carbamic acid tert-butyl ester